bis(3-(6-(t-butoxy)hexyl)cyclopent-2,4-dien-1-yl)-zirconium dichloride [Cl-].[Cl-].C(C)(C)(C)OCCCCCCC1=CC(C=C1)[Zr+2]C1C=C(C=C1)CCCCCCOC(C)(C)C